CC1=CC=C(C2=CC=CC=C12)C 1,4-Dimethylnaphthalin